ClC=1C(=CC2=NC3=C(C4=NC5=CC(=C(C=C5N=C4C4=C3N=C3C=C(C(=CC3=N4)Cl)Cl)Cl)Cl)N=C2C1)Cl 2,3,8,9,14,15-hexachlorobisquinoxalino[2,3-a:2',3'-c]phenazine